Methyl 2-((3-bromo-4-methoxyphenyl)(isopropyl)amino)-6-cyano-1H-indole-3-carboxylate BrC=1C=C(C=CC1OC)N(C=1NC2=CC(=CC=C2C1C(=O)OC)C#N)C(C)C